FC=1C=C2CCN(C2=CC1)C=1C2=C(N=CN1)C=CC(=N2)C=2C=CC(N(C2)C)=O 5-(4-(5-fluoroindolin-1-yl)pyrido[3,2-d]pyrimidin-6-yl)-1-methylpyridin-2(1H)-one